2,3-dimethyl-1-pentanal CC(C=O)C(CC)C